ClC1=CC(=C(C=C1)C1(OC2=C(O1)C=CC=C2C2CCN(CC2)CC2=NC=1C(=NC=CC1)N2CC=2OC=CN2)C)F 2-({4-[2-(4-Chloro-2-fluorophenyl)-2-methyl-1,3-benzodioxol-4-yl]piperidin-1-yl}methyl)-3-(1,3-oxazol-2-ylmethyl)-3H-imidazo[4,5-b]pyridin